FC(C(=O)O)(F)F.NCCCCNC(CNC1=C2CN(C(C2=CC=C1)=O)C1C(NC(CC1)=O)=O)=O N-(4-aminobutyl)-2-((2-(2,6-dioxopiperidin-3-yl)-1-oxoisoindolin-4-yl)amino)acetamide trifluoroacetate